5-benzoyl-2-thienylacetic acid C(C1=CC=CC=C1)(=O)C1=CC=C(S1)CC(=O)O